1,1,1,2,4,4,5,5,6,6,6-undecafluoro-2-trifluoromethyl-3-hexanone FC(C(C(C(C(C(F)(F)F)(F)F)(F)F)=O)(C(F)(F)F)F)(F)F